ClC=1C=C(/C=C/C2=CC(=C(C=C2)O)CNC2=CC=C(C=C2)CN2CCN(CC2)C)C=CC1Cl (E)-4-(3,4-dichlorostyryl)-2-(((4-((4-methylpiperazin-1-yl)methyl)phenyl)amino)methyl)phenol